COC1=C(C=CC=C1)C=CC(=O)C1=C(C=CC=C1)O 3-(2-methoxyphenyl)-1-(2-hydroxyphenyl)-2-propen-1-one